O=C1NC(CCC1C1=NN(C2=CC(=CC=C12)C(=O)N1CCC(CC1)CN1CCN(CC1)C(=O)OC(C)(C)C)C)=O tert-butyl 4-((1-(3-(2,6-dioxopiperidin-3-yl)-1-methyl-1H-indazole-6-carbonyl)piperidin-4-yl)methyl)piperazine-1-carboxylate